F[C@@H]\1[C@@]2(CC[C@](C/C1=C\C1=CC=C(N=N1)C1=C(C=C(C=C1)N1N=C(N=N1)C)O)(N2)C)C 2-(6-((E)-((1S,2S,5R)-2-fluoro-1,5-dimethyl-8-azabicyclo[3.2.1]octan-3-ylidene)methyl)pyridazin-3-yl)-5-(5-methyl-2H-tetrazol-2-yl)phenol